2-(2,6-dioxopiperidin-3-yl)-5-((2-((3-(4-(quinoxalin-2-yl)-1H-pyrazol-1-yl)phenyl)amino)ethyl)amino)isoindoline-1,3-dione O=C1NC(CCC1N1C(C2=CC=C(C=C2C1=O)NCCNC1=CC(=CC=C1)N1N=CC(=C1)C1=NC2=CC=CC=C2N=C1)=O)=O